2'-O-Trifluoroacetamidopropyl-Uridine tert-Butyl-4-(2-(pyridin-4-ylmethyl)-2H-tetrazol-5-yl)phenethylcarbamate C(C)(C)(C)N(C(=O)OC[C@@H]1[C@H]([C@H]([C@@H](O1)N1C(=O)NC(=O)C=C1)OCCCNC(C(F)(F)F)=O)O)CCC1=CC=C(C=C1)C=1N=NN(N1)CC1=CC=NC=C1